3-(2-iodoethyl)-6-[(4-methoxyphenyl)methoxy]-1-[(4-methoxyphenyl)methyl]-3,4-dihydroquinolin-2-one ICCC1C(N(C2=CC=C(C=C2C1)OCC1=CC=C(C=C1)OC)CC1=CC=C(C=C1)OC)=O